2-(8-bromo-dibenzofuran-4-yl)-4,6-diphenyl-[1,3,5]triazine BrC=1C=CC2=C(C3=C(O2)C(=CC=C3)C3=NC(=NC(=N3)C3=CC=CC=C3)C3=CC=CC=C3)C1